ClC=1C=C(C=CC1F)NC(N(C=1C=NC(=CC1)OC)CC1=NN=C(N1CCO)C(F)(F)F)=O 3-(3-chloro-4-fluorophenyl)-1-((4-(2-hydroxyethyl)-5-(trifluoromethyl)-4H-1,2,4-triazol-3-yl)methyl)-1-(6-methoxypyridin-3-yl)urea